BrC=1C(=CC2=C(N(CC(CS2(C(=O)[O-])C(=O)[O-])(CC)CCCC)C2=CC=CC=C2)C1)OC 7-bromo-3-butyl-3-ethyl-8-methoxy-5-phenyl-2,3,4,5-tetrahydro-1,5-benzothiazepine-1,1-di-at